CC1[C@H](C(CC1)=O)C(=O)OCC (R)-ethyl 2-methyl-5-oxocyclopentanecarboxylate